COC1=CC=C(C=C1)C1=NN2C(=NC=3C=CC=C(C3C2=N1)C(C)C)N[C@H]1C(NCCCC1)=O (3R)-3-{[2-(4-methoxyphenyl)-10-(propan-2-yl)[1,2,4]triazolo[1,5-c]quinazolin-5-yl]amino}azepan-2-one